tert-butyl N-[4-[2-benzyloxy-3,3,3-trifluoro-2-(hydrazinecarbonyl)propoxy]-1,1-dimethyl-butyl]carbamate C(C1=CC=CC=C1)OC(COCCCC(C)(C)NC(OC(C)(C)C)=O)(C(F)(F)F)C(=O)NN